1-(3-(4-methoxyphenyl)-1,2,4-oxadiazol-5-yl)-N-((1-((2-methylcyclopropyl)methyl)pyrrolidin-3-yl)methyl)piperidine-4-carboxamide COC1=CC=C(C=C1)C1=NOC(=N1)N1CCC(CC1)C(=O)NCC1CN(CC1)CC1C(C1)C